CC1=C(C=C(C=C1N)C)N 2,5-dimethyl-1,3-phenylenediamine